N1C(CC2=CC=CC=C12)C(=O)O Indoline-2-carboxylic acid